7,8,9,10-tetrahydro-6,8,11-trihydroxy-1-methoxy-5,12-naphthacenedione hydrochloride Cl.OC1=C2C(C=3C=CC=C(C3C(C2=C(C=2CCC(CC12)O)O)=O)OC)=O